C[C@H]1N(CCC1)C=1C=CC(=NC1)[N+](=O)[O-] (R)-5-(2-methylpyrrolidin-1-yl)-2-nitropyridine